C(N)(O[C@@H](CC=C)C=1C=NC=C(C1)C1=C(C=NN1C(F)F)N(C([C@@H](C=C)C)=O)C(C)(C)C)=O ((S)-1-(5-(1-(difluoromethyl)-4-((R)-tert-butyl 2-methylbut-3-enoylamino)-1H-pyrazol-5-yl) pyridin-3-yl) but-3-en-1-yl) carbamate